C(C)(C)(C)OC(=O)N1CC(CC1)C=1C=NC=C(C1)N.O[C@H]1C(O[C@@H]([C@H]([C@@H]1O)O)CO)=O (3R,4S,5S,6R)-3,4,5-trihydroxy-6-(hydroxymethyl)tetrahydro-2H-pyran-2-one Tert-butyl-3-(5-amino-3-pyridyl)pyrrolidine-1-carboxylate